P(O)(=O)(OP(=O)(O)OP(=O)(O)O)OC[C@@H]1[C@H](C[C@@H](O1)N1C(=NC=2C(=O)NC(N)=NC12)C#CCS)O 8-(3-mercaptopropynyl)-deoxyguanosine triphosphate